(R)-1-(4-bromophenoxy)propan-2-amine BrC1=CC=C(OC[C@@H](C)N)C=C1